(t-butyldimethylsilyl)(2-diethylamino-1,1-dimethylethyl)amine [Si](C)(C)(C(C)(C)C)NC(CN(CC)CC)(C)C